(2S,3R)-3-(2,4-dimethylphenyl)-4-methylpentan-2-yl (S)-2-(8-methoxy-2,4-dioxo-2H-pyrido[2,3-e][1,3]oxazin-3(4H)-yl)propanoate COC1=CC=NC=2C(N(C(OC21)=O)[C@H](C(=O)O[C@@H](C)[C@H](C(C)C)C2=C(C=C(C=C2)C)C)C)=O